N1=CSC2=C1C(CCO2)O 5H,6H,7H-pyrano[3,2-d][1,3]thiazol-7-ol